FC(CN1C=NC2=C1C=C(C=C2)C=2C(=CN1N=C(N=C(C12)OC)N[C@H]1[C@H](CN(CC1)CCOC)F)F)F 5-(1-(2,2-difluoroethyl)-1H-benzo[d]imidazol-6-yl)-6-fluoro-N-((3S,4R)-3-fluoro-1-(2-methoxyethyl)piperidin-4-yl)-4-methoxypyrrolo[2,1-f][1,2,4]triazin-2-amine